ClC1=NC=2N([C@H](C(N(C2C=N1)C)=O)CCC)C (7S)-2-chloro-5,8-dimethyl-7-propyl-7,8-dihydropteridin-6(5H)-one